FC=1C(=CC2=C([C@@H](CCO2)N2C[C@H](NCC2)C2=C(C=CC=C2)C)C1)F (3R)-1-[(4R)-6,7-difluoro-3,4-dihydro-2H-1-benzopyran-4-yl]-3-(2-methylphenyl)piperazine